FC(C1=CC=C(C=C1)C1=NN(C=C1C(=C)C)C1CCN(CC1)C(=O)OC(C)(C)C)F tert-butyl 4-[3-[4-(difluoromethyl)phenyl]-4-isopropenyl-pyrazol-1-yl]piperidine-1-carboxylate